(2S,4R)-4-hydroxy-N-(2-methylnaphthalen-1-yl)pyrrolidine-2-carboxamide O[C@@H]1C[C@H](NC1)C(=O)NC1=C(C=CC2=CC=CC=C12)C